CN1C(NC2=C1C(=CC=C2)C(F)(F)F)=O 3-methyl-4-(trifluoromethyl)-1H-benzimidazol-2-one